C(C)(=O)OCC(CC1=C(NC2=CC=C(C=C12)C=1N=C(SC1)C[C@@H](C(=O)OC)NC(=O)OC(C)(C)C)I)(C)C methyl (2S)-3-(4-[3-[3-(acetyloxy)-2,2-dimethylpropyl]-2-iodo-1H-indol-5-yl]-1,3-thiazol-2-yl)-2-[(tert-butoxycarbonyl) amino]propanoate